N-(4-fluoro-3-methylphenyl)-1,2,4-trimethyl-5-(2-((4-methyl-1-(pyrimidin-4-yl)piperidin-4-yl)amino)-2-oxoacetyl)-1H-pyrrole-3-carboxamide FC1=C(C=C(C=C1)NC(=O)C1=C(N(C(=C1C)C(C(=O)NC1(CCN(CC1)C1=NC=NC=C1)C)=O)C)C)C